ethylhydroxylammonium bromide [Br-].C(C)[NH2+]O